C1(=CC=C(C=C1)OCCOC1=CC=C(C=C1)C)C 1,2-bis(p-tolyloxy)ethane